di(3-butenyl) ether C(CC=C)OCCC=C